3-(5-(3-(chloromethyl)-4-fluorophenyl)-1-oxoisoindolin-2-yl)piperidine-2,6-dione HCl Cl.ClCC=1C=C(C=CC1F)C=1C=C2CN(C(C2=CC1)=O)C1C(NC(CC1)=O)=O